C1(CCCCC1)OC=1C=CC(=NC1)NC1=NNC(=N1)C1=NC=C(C=C1)OC 5-(cyclohexyl-oxy)-N-(5-(5-methoxypyridin-2-yl)-1H-1,2,4-triazol-3-yl)pyridin-2-amine